C(C)(C)(C)OC(=O)N1C(CCC1)(C(=O)O)C 1-(tert-butoxycarbonyl)-2-methylpyrrolidine-2-carboxylic acid